4-[(S)-5-methyl-4-((S)-1,1,1-trifluoro-2-hydroxypropan-2-yl)-5,6-dihydropyrazolo[1',5':1,2]pyrido(3,4-d)pyridazin-9-yl]bicyclo[2.2.2]octane-1-carboxylic acid C[C@@H]1CN2C(C=3C=NN=C(C31)[C@](C(F)(F)F)(C)O)=CC(=N2)C23CCC(CC2)(CC3)C(=O)O